N[C@@H](C[C@H]1C(NCC1)=O)C(CCl)=O (S)-3-((S)-2-amino-4-chloro-3-oxobutyl)pyrrolidin-2-one